C(C)OC(C[C@@H](C=1C=C(C=C(C1F)C)C1=C(C(=C(C=C1C)C)F)C)N)=O.FC1=C(C=CC=C1)C(C(=O)C1=C(C=C(C=C1)N1CCCCC1)OC)C 2-(2-fluorophenyl)-1-(2-methoxy-4-(piperidin-1-yl)phenyl)propan-1-one (S)-ethyl-3-amino-3-(3',4-difluoro-2',4',5,6'-tetramethylbiphenyl-3-yl)propanoate